C[C@@H](CCC=C)OCC1=CC=CC=C1 (S)-((hex-5-en-2-yloxy)methyl)benzene